4-(2-bromo-5-fluorophenylmethyl)-6-methyl-3-thioxo-3,4-dihydro-1,2,4-triazin-5(2H)-one BrC1=C(C=C(C=C1)F)CN1C(NN=C(C1=O)C)=S